FC(C=1C(=C(C=CC1)[C@@H](C)NC=1C2=C(N=CN1)N(C(C(=C2)C2=CN=NC=C2)=O)C)F)F (R)-4-((1-(3-(difluoromethyl)-2-fluorophenyl)ethyl)amino)-8-methyl-6-(pyridazin-4-yl)pyrido[2,3-d]Pyrimidin-7(8H)-one